6-(5-chloro-1-methyl-1H-imidazol-4-yl)-2,3-difluorobenzaldehyde ClC1=C(N=CN1C)C1=CC=C(C(=C1C=O)F)F